NC1=CC(=NN1C1=CC=C(C=N1)CNC1=C2N=CN(C2=NC(=N1)N1[C@@H](CCCC1)CCO)CC)C (S)-2-(1-(6-(((6-(5-amino-3-methyl-1H-pyrazol-1-yl)pyridin-3-yl)methyl)amino)-9-ethyl-9H-purin-2-yl)piperidin-2-yl)ethan-1-ol